2-amino-1-naphthalenesulfonate sodium [Na+].NC1=C(C2=CC=CC=C2C=C1)S(=O)(=O)[O-]